CNC(=O)N1C=NC=C1 N-methyl-1H-imidazole-1-carboxamide